C(CC(C)C)(=O)[O-].C(CCCCCCC)[NH+](CCCCCCCC)CCCCCCCC tri-octyl-ammonium isovalerate